NC1CCC(CC1)NC(=O)C1=CC2=CC=C(C=C2C=C1)O N-(4-aminocyclohexyl)-6-hydroxy-β-naphthamide